1-vinyl-3-benzyl-imidazole chloride salt [Cl-].C(=C)N1CN(C=C1)CC1=CC=CC=C1